N1CC(C1)NC=1C=CC(=C(C(=O)N[C@H](C)C=2C3=C(SC2)C=CC=C3)C1)C (R)-5-(azetidin-3-ylamino)-N-(1-(benzo[b]thiophen-3-yl)ethyl)-2-methylbenzamide